C1=C(C=CC=2SC3=CC=CC=C3NC12)C(=C)C1=CC=C(C=C1)C(=O)N1CCN(CC1)C (4-(1-(10H-phenothiazin-2-yl)vinyl)phenyl)(4-methylpiperazin-1-yl)methanone